[W].ClCC(O)C1=CC(=CC=C1)O 2-chloro-1-(3-hydroxyphenyl)ethanol Tungsten